(S)-5-(3-Chloro-2-fluoro-6-(4-(trifluoromethyl)-1H-1,2,3-triazol-1-yl)phenyl)-2-(1-(4-(1-methyl-1H-1,2,4-triazol-5-yl)-1H-pyrazol-1-yl)-3-(trifluoromethoxy)propyl)pyridine 1-oxide ClC=1C(=C(C(=CC1)N1N=NC(=C1)C(F)(F)F)C=1C=CC(=[N+](C1)[O-])[C@H](CCOC(F)(F)F)N1N=CC(=C1)C1=NC=NN1C)F